N-{[4-(furan-2-yl)phenyl]methyl}-6-methyl-1-(2-methylpropanoyl)-4-{[2-(morpholin-4-yl)phenyl]methyl}piperazine-2-carboxamide O1C(=CC=C1)C1=CC=C(C=C1)CNC(=O)C1N(C(CN(C1)CC1=C(C=CC=C1)N1CCOCC1)C)C(C(C)C)=O